C(C)N[Si](C)(C)C N-ethyl-trimethylsilylamine